OC1(CCN(CC1)N1C=NC=2C1=C1C(=NC2)NC=C1)CC#N 2-(4-hydroxy-1-(imidazo[4,5-d]pyrrolo[2,3-b]pyridin-1(6H)-yl)-piperidin-4-yl)acetonitrile